(1,4-diazabicyclo[3.2.2]nonan-4-yl)(3-(4-methoxy-1H-pyrazol-1-yl)-5,6-dihydrocyclopenta[c]pyrazol-1(4H)-yl)methanone N12CCN(C(CC1)CC2)C(=O)N2N=C(C1=C2CCC1)N1N=CC(=C1)OC